Cl.C(C)OC(=O)C1CCN(CC1)C(C1=CC2=CC=C(C=C2CC1)OCC=1C=C2C(=NN(C2=CC1)C(C)C)Cl)Cl 1-[chloro-6-(3-chloro-1-isopropyl-1H-indazol-5-ylmethoxy)-3,4-dihydro-naphthalen-2-ylmethyl]-piperidine-4-carboxylic acid ethyl ester hydrochloride